diethyl-benzyl alcohol C(C)C(C1=CC=CC=C1)(CC)O